C(C)N(S(=O)(=O)C1=NN2C(C=CC=C2)=N1)C(C(F)(F)F)C1=CC=C(C=C1)F N-ethyl-N-(2,2,2-trifluoro-1-(4-fluorophenyl)ethyl)-[1,2,4]triazolo[1,5-a]pyridine-2-sulfonamide